((1R,2R,4S)-4-phenyl-2-(pyridin-2-yl)bicyclo[2.1.1]hexan-1-yl)(4-(trimethylsilyl)phenyl)methanone C1(=CC=CC=C1)C12C[C@H](C(C1)(C2)C(=O)C2=CC=C(C=C2)[Si](C)(C)C)C2=NC=CC=C2